C1([C@H](O)[C@@H](O)[C@H](O)CO1)C(=O)[C@H](O)[C@@H](O)[C@H](O)[C@H](O)CO xylosyl-D-glucose